2-bromopyridin-4-amine BrC1=NC=CC(=C1)N